C1(CC1)N1C(CN(CC1)C1CCN(CC1)C1=C(C=C(C(=C1)OC)NC1=NC=NC(=C1)N1OCC[C@@H]1C1=C(C(=CC=C1)C(F)(F)F)F)NC(C=C)=O)(C)C (R)-N-(2-(4-(4-cyclopropyl-3,3-dimethylpiperazin-1-yl)piperidin-1-yl)-5-((6-(3-(2-fluoro-3-(trifluoromethyl)phenyl)isoxazolidin-2-yl)pyrimidin-4-yl)amino)-4-methoxyphenyl)acrylamide